CNC1=C2C(=NC=N1)N(N=C2)CC(=O)OCCCC butyl 2-(4-(methyl amino)-1H-pyrazolo[3,4-d]pyrimidin-1-yl)acetate